6-chloro-4-isopropylpyrido[3,2-d]pyrimidine ClC=1C=CC=2N=CN=C(C2N1)C(C)C